C(C1=CC=CC=C1)OP(=O)(OCC1=CC=CC=C1)CCC1CCN(CC1)C1=CC2=C(C(N(N=C2)CC(=O)OC)=O)C(=N1)OC methyl 2-(7-(4-(2-(bis(benzyloxy)phosphoryl)ethyl)piperidin-1-yl)-5-methoxy-4-oxopyrido[3,4-d]pyridazin-3(4H)-yl)acetate